F[Sb-](F)(F)(F)(F)F.C1(=CC=CC=C1)[S+](C1=CC=CC=C1)C1=CC=CC=C1 triphenyl-sulfonium hexafluoroantimonate